N=C(N(CCC[C@@H](N)C(=O)O)C(N)=N)NC N5-[Imino(methylamino)methyl]-D-arginine